N-(2-methoxyethyl)-N-methylamine COCCNC